tert-butyl (S)-(1-(4-methyl-3-((1-(2-methyl-7-(thiophen-2-yl)quinolin-5-yl)cyclopropyl)carbamoyl)phenoxy)propan-2-yl)carbamate CC1=C(C=C(OC[C@H](C)NC(OC(C)(C)C)=O)C=C1)C(NC1(CC1)C1=C2C=CC(=NC2=CC(=C1)C=1SC=CC1)C)=O